O=C1NC(CCC1N1C(N(C2=C1C=CC(=C2)OCCOCCOCCOCCNC(OC(C)(C)C)=O)C)=O)=O tert-butyl N-[2-[2-[2-[2-[1-(2,6-dioxo-3-piperidyl)-3-methyl-2-oxo-benzimidazol-5-yl] oxyethoxy]ethoxy]ethoxy]ethyl]carbamate